N-(3-cis-hydroxy-3-methylcyclobutyl)-2-[1',1'-difluoro-6-(1-fluorocyclopropyl)-1-oxospiro[3H-isoquinolin-4,2'-cyclopropan]-2-yl]acetamide OC1(CC(C1)C)NC(CN1C(C2=CC=C(C=C2C2(C(C2)(F)F)C1)C1(CC1)F)=O)=O